3-methyl-2-(2,3-dimethylphenyl)cyclohex-2-en-1-one-O-methyloxime CON=C1C(=C(CCC1)C)C1=C(C(=CC=C1)C)C